N-cyclopropyl-1-((6-((2-methoxy-4-propylbenzyl)oxy)-1-methyl-3,4-dihydronaphthalen-2-yl)methyl)azetidine-3-carboxamide C1(CC1)NC(=O)C1CN(C1)CC1=C(C2=CC=C(C=C2CC1)OCC1=C(C=C(C=C1)CCC)OC)C